C(C)[SiH2]CCCCCCC ethylheptylsilane